FC1C(C=2C(=NN(C2CC1)C1OCCCC1)C(F)(F)F)=O 5-fluoro-1-(oxan-2-yl)-3-(trifluoromethyl)-6,7-dihydro-5H-indazol-4-one